ClC=1C(=C(C=CC1)C1=CC(=NC(=N1)N)C=1N=NN(C1)CC1=NC(=CC=C1)C(C)(C)C)OC 6-(3-chloro-2-methoxyphenyl)-4-(1-{[6-(tert-butyl)-2-pyridinyl]methyl}-1H-1,2,3-triazol-4-yl)-2-pyrimidinylamine